6-methyl-2-((1S,2S)-2-methylcyclopropyl)-1,3,6,2-dioxazaborocane-4,8-dione CN1CC(OB(OC(C1)=O)[C@@H]1[C@H](C1)C)=O